1-(4-bromobenzyl)-2-(4-(4-bromophenyl)-6-(4-methoxyphenyl)pyrimidin-2-yl)guanidine hydrochloride Cl.BrC1=CC=C(CNC(=NC2=NC(=CC(=N2)C2=CC=C(C=C2)Br)C2=CC=C(C=C2)OC)N)C=C1